Cl.Cl.Cl.NCCCNCCCNC1=CC(=NC2=CC=CC=C12)C1=CC=C(C=C1)OC N-{3-[(3-Aminopropyl)amino]propyl}-2-(4-methoxyphenyl)quinolin-4-amine trihydrochloride